O=C(CONC[C@H](C)NC1=C(C(NN=C1)=O)C(F)(F)F)N1CCN(CC1)C1=NC=C(C=N1)C(F)(F)F (S)-5-{[1-{[2-oxo-2-{4-[5-(trifluoromethyl)pyrimidine-2-yl]piperazin-1-yl}ethoxy]amino}propan-2-yl]amino}-4-(trifluoromethyl)pyridazin-3(2H)-one